NC1=C(C=2C(=NN(C2C(F)(F)F)C2CCCC2)N1C1=C(C(=CC=C1C)OC)C)C(=O)N 5-Amino-2-cyclopentyl-6-(3-methoxy-2,6-dimethylphenyl)-3-(trifluoromethyl)-2,6-dihydropyrrolo[2,3-C]pyrazole-4-carboxamide